C(C1=CC=CC=C1)N1S(CC(C1)C(=O)NC1CC2(C1)CC(C2)C=2OC1=C(N2)C=C(C=C1)Cl)(=O)=O 2-benzyl-N-[6-(5-chloro-1,3-benzoxazol-2-yl)spiro[3.3]heptan-2-yl]-1,1-dioxo-1,2-thiazolidine-4-carboxamide